chloro-4-[3-(difluoromethyl)-3-[(dimethylamino)methyl]pyrrolidin-1-yl]-N-[(2,4-dimethoxyphenyl)methyl]-2,6-difluoro-N-(6-fluoro-2-pyridyl)benzenesulfonamide ClC=1C(=C(C(=CC1N1CC(CC1)(CN(C)C)C(F)F)F)S(=O)(=O)N(C1=NC(=CC=C1)F)CC1=C(C=C(C=C1)OC)OC)F